FC(C)(F)C1=NC(=CC(=N1)NC1=CC(=NC=C1C1=NN(N=C1)COC)NC(C)=O)C N-(4-((2-(1,1-difluoroethyl)-6-methylpyrimidin-4-yl)amino)-5-(2-(methoxymethyl)-2H-1,2,3-triazol-4-yl)pyridin-2-yl)acetamide